BrC=1C=CC(=C(C(=O)N)C1)NCC1CCC1 5-bromo-2-((cyclobutylmethyl)amino)benzamide